BrC=1C=CC(=NC1)N1C(N(C2=C1C(=CC=C2)C)CC(=O)O)=O 2-[3-(5-bromo-2-pyridyl)-4-methyl-2-oxo-benzimidazol-1-yl]acetic acid